CC=1C(=NN(C1C=1C=C(C=2N(C1)N=CN2)C)COCC[Si](C)(C)C)C(=O)NC2CCN(CC2)C(=O)OC(C)(C)C tert-butyl 4-(4-methyl-5-(8-methyl-[1,2,4]triazolo[1,5-a]pyridin-6-yl)-1-((2-(trimethylsilyl)ethoxy)methyl)-1H-pyrazole-3-carboxamido)piperidine-1-carboxylate